N=1C=NN2C1C=C(C=C2)C2=CNC=1N=C(N=CC12)N[C@@H]1CCC(N(C1)C)=O (R)-5-((5-([1,2,4]triazolo[1,5-a]pyridin-7-yl)-7H-pyrrolo[2,3-d]pyrimidin-2-yl)amino)-1-methylpiperidin-2-one